1-(3,4,5-trimethoxyphenyl)cyclopropanecarbonitrile COC=1C=C(C=C(C1OC)OC)C1(CC1)C#N